N-(5,6-dimethoxypyrimidin-4-yl)benzenesulfonamide COC=1C(=NC=NC1OC)NS(=O)(=O)C1=CC=CC=C1